N-(2,4,6-trimethylbenzenesulfonyl)diphenyl-sulfimide CC1=C(C(=CC(=C1)C)C)S(=O)(=O)N=S(C1=CC=CC=C1)C1=CC=CC=C1